methylnonadecylamide CC(C(=O)N)CCCCCCCCCCCCCCCCC